S1C=NC2=C1C=CC(=C2)N2C(C1=CC=CC=C1[C@@H]([C@H]2C2=CC1=C(OCCO1)C=C2)C(=O)O)=O |r| (3S,4S) and (3R,4R)-2-(1,3-benzothiazol-5-yl)-3-(2,3-dihydro-1,4-benzodioxin-6-yl)-1-oxo-1,2,3,4-tetrahydroisoquinoline-4-carboxylic acid